C(C)(C)(C)OC(=O)N1C[C@H]2C([C@H]2C1)C=1N=C(SC1)C (1R,5S,6r)-6-(2-methyl-1,3-thiazol-4-yl)-3-azabicyclo[3.1.0]hexane-3-carboxylic acid tert-butyl ester